C(C=C)(=O)N1[C@H](CN(CC1)C1=NC(=NC=2CC3(CCC12)C(=CC1=CC=CC=C13)C)OC[C@H]1N(CCC1)C)CC#N 2-((2S)-1-propenoyl-4-(2-methyl-2'-(((S)-1-methylpyrrolidin-2-yl)methoxy)-5',8'-dihydro-6'H-spiro[inden-1,7'-quinazolin]-4'-yl)piperazin-2-yl)acetonitrile